NC1=CC(=NO1)C1CCN(CC1)C(=O)C1=CC(=C(C=C1)C(F)(F)F)C1CC1 [4-(5-aminoisoxazol-3-yl)-1-piperidyl]-[3-cyclopropyl-4-(trifluoromethyl)phenyl]methanone